NC1=NC2=C(C=3N1N=C(N3)C=3OC=CC3)SC(N2CCN2CCN(CC2)C2=C(C=C(C=C2)OCCS(=O)(=O)C)F)=O 5-amino-3-(2-(4-(2-fluoro-4-(2-(methylsulfonyl)ethoxy)phenyl)piperazin-1-yl)ethyl)-8-(furan-2-yl)thiazolo[5,4-e][1,2,4]triazolo[1,5-c]pyrimidin-2(3H)-one